(2R,3R,4S,5R,6S)-2-(acetoxymethyl)-4-azido-6-(((4,4-difluoro-1-hydroxycyclohexyl)(3-methylpyridin-2-yl)methyl)thio)tetrahydro-2H-pyran-3,5-diyl diacetate C(C)(=O)O[C@H]1[C@H](O[C@H]([C@@H]([C@H]1N=[N+]=[N-])OC(C)=O)SC(C1=NC=CC=C1C)C1(CCC(CC1)(F)F)O)COC(C)=O